2-((R)-1-(((S)-tert-butylsulfinyl)amino)-7-fluoro-2,3-dihydro-1H-inden-1-yl)acetic acid methyl ester COC(C[C@@]1(CCC2=CC=CC(=C12)F)N[S@@](=O)C(C)(C)C)=O